C(C(O)C)(=O)O.N12CCCCCC2=NCCC1 1,8-diazabicyclo[5.4.0]undec-7-ene lactate